C(C(=O)O)(=O)O.C1NCC12COCC2 6-Oxa-2-azaspiro[3.4]octane oxalate